(S)-8-((5-bromopentyl)oxy)-7-methoxy-2-(4-morpholinylphenyl)-5-oxo-11,11a-dihydro-1H-benzo[e]pyrrolo[1,2-a][1,4]diazepine-10(5H)-carboxylic acid allyl ester C(C=C)OC(=O)N1C[C@H]2N(C(C3=C1C=C(C(=C3)OC)OCCCCCBr)=O)C=C(C2)C2=CC=C(C=C2)N2CCOCC2